BrC1=C(C(=NC(=C1)N1N=CC=C1)NC=1C=C2CC[C@@H](C2=CC1)NC(C)=O)[N+](=O)[O-] N-[(1S)-5-{[4-bromo-3-nitro-6-(pyrazol-1-yl)pyridin-2-yl]amino}-2,3-dihydro-1H-inden-1-yl]acetamide